FC(C1=CC=C2CCN(CC2=C1)C1=CC=C(CN2CC(C2)C(=O)O)C=C1)(F)F 1-(4-(7-(trifluoromethyl)-3,4-dihydroisoquinolin-2(1H)-yl)benzyl)azetidine-3-carboxylic acid